4-imidazolecarboxylic acid N1C=NC(=C1)C(=O)O